ClC1=C(C(=CC=C1)Cl)N1CC(C1)C1=CC=C(C=C1)CN1CC(C1)(O)C 1-[[4-[1-(2,6-dichlorophenyl)azetidin-3-yl]phenyl]methyl]-3-methyl-azetidin-3-ol